C(CCC)[Al](CCCC)Cl din-butylaluminum chloride